N1=C(C=CC=C1)C(=O)OCC1CCN(CC1)C(=O)OC(C)(C)C ((1-(tert-Butoxycarbonyl) piperidin-4-yl) methyl) picolinate